C(#N)C1=CC(=C(C(=C1)OC)NNC(C(=O)OCC)C(CC(=O)OCC)=O)F diethyl 2-(2-(4-cyano-2-fluoro-6-methoxyphenyl) hydrazino)-3-oxoglutarate